N1CC(C1)COC(=O)C1CN(C1)CC1=CC=C(C=C1)NC1=NC=CC(=N1)NC1=NC(=NC=C1)C1=NC(=CC=C1)C 1-(4-((4-((2-(6-methylpyridin-2-yl)pyrimidin-4-yl)amino)pyrimidin-2-yl)amino)benzyl)azetidin-3-carboxylic acid azetidin-3-ylmethyl ester